C(CCC)C(=CCC)O butylbutenyl alcohol